(Difluoromethoxy)anilinol FC(ON(C1=CC=CC=C1)O)F